3-(9-((4-(aminomethyl)-2,6-dimethylphenyl)carbamoyl)-4,5-dihydrobenzo[b]thieno[2,3-d]oxepin-8-yl)-6-(((1-(hydroxymethyl)cyclopropyl)methyl)carbamoyl)picolinic acid NCC1=CC(=C(C(=C1)C)NC(=O)C1=CC2=C(OCCC3=C2SC=C3)C=C1C=1C(=NC(=CC1)C(NCC1(CC1)CO)=O)C(=O)O)C